glutamate Manganese [Mn+2].N[C@@H](CCC(=O)[O-])C(=O)[O-]